FC1C(N=C(C2=CC=CC(=C12)F)C=1C=NC2=CC=CC=C2C1)(C)C 3-(4,5-difluoro-3,3-dimethyl-3,4-dihydroisoquinolin-1-yl)quinoline